Tri-Chloro-Acetic acid ClC(C(=O)O)(Cl)Cl